((trimethylsilyl)methyl)benzothiazol-2-amine C[Si](C)(C)CC1=CC=CC2=C1N=C(S2)N